(R)-Ethyl 2-((2S,5R,6S)-2-allyl-6-(3-chlorophenyl)-5-(4-chlorophenyl)-3-oxomorpholino)-2-cyclopropylacetate C(C=C)[C@@H]1O[C@H]([C@H](N(C1=O)[C@@H](C(=O)OCC)C1CC1)C1=CC=C(C=C1)Cl)C1=CC(=CC=C1)Cl